2-hydroxymethyl-phenyl-boric acid OCC1=C(C=CC=C1)OB(O)O